FC(C#N)(C(F)(F)F)OC(F)(F)F perfluoro-2-methoxypropionitrile